(S)-5-(4-cyclopropyl-1H-imidazol-1-yl)-2-fluoro-4-methyl-N-(6-(5-propyl-6,7-dihydro-5H-pyrrolo[2,1-c][1,2,4]triazol-3-yl)pyridin-2-yl)benzamide C1(CC1)C=1N=CN(C1)C=1C(=CC(=C(C(=O)NC2=NC(=CC=C2)C=2N3C(=NN2)CC[C@@H]3CCC)C1)F)C